1-(trans-4-aminocyclohexyl)-3-(2,2-difluoroethyl)-1-(5-(2-methoxypyrimidin-5-yl)pyrazin-2-yl)urea N[C@@H]1CC[C@H](CC1)N(C(=O)NCC(F)F)C1=NC=C(N=C1)C=1C=NC(=NC1)OC